ClC1=C(C=C(C=C1)NC(=O)N1C2CC(CC1C2)C(F)(F)F)[C@H]2[C@H](CC2)C#N N-(4-chloro-3-(cis-2-cyanocyclobutyl)phenyl)-3-(trifluoromethyl)-6-azabicyclo[3.1.1]heptane-6-carboxamide